NC1=NC=C(C(=N1)C(F)F)C1=NC(=NC(=N1)N1CCOCC1)N1CCN(CC1)C(=O)C1CN(C1)C(CCC(\C=C\C)=O)=O (E)-1-(3-(4-(4-(2-amino-4-(difluoromethyl)pyrimidin-5-yl)-6-morpholino-1,3,5-triazin-2-yl)piperazine-1-carbonyl)azetidin-1-yl)hept-5-ene-1,4-dione